Cl.Cl.NC1=CC=C(C(=N1)C)CNC([C@H](C)NC(=O)[C@@H]1NC[C@H](C1)CC=1SC=C(C1)Cl)=O (2R,4R)-N-((S)-1-(((6-amino-2-methylpyridin-3-yl)methyl)amino)-1-oxoprop-2-yl)-4-((4-chlorothien-2-yl)methyl)pyrrolidine-2-carboxamide dihydrochloride